BrC=1C(=CC(=C(C(=O)C2=CC=CC=C2)C1)O)O 5-bromo-2,4-dihydroxybenzophenone